methyl (1R,2S,5S)-6,6-dimethyl-3-[(2S)-3-methyl-2-[[(3S)-tetrahydrofuran-3-carbonyl]amino]butanoyl]-3-azabicyclo[3.1.0]hexane-2-carboxylate CC1([C@H]2CN([C@@H]([C@@H]12)C(=O)OC)C([C@H](C(C)C)NC(=O)[C@@H]1COCC1)=O)C